C(C)(C)(CC)OC(C)(C)CC.[K] potassium t-amyloxide